4-(3-chloro-2-fluoro-4-methoxyphenyl)-3-methyl-4-oxobutanoic acid methyl ester COC(CC(C(=O)C1=C(C(=C(C=C1)OC)Cl)F)C)=O